(R)-4-cyclopropyl-1,2,3-oxathiazolidine-3-carboxylic acid tert-butyl ester 2,2-dioxide C(C)(C)(C)OC(=O)N1S(OC[C@H]1C1CC1)(=O)=O